C1(=CC=CC=C1)NC1=CC=C(C=C1)CC(=O)OC Methyl 2-(4-(phenylamino)phenyl)acetate